CC1=NC=CC(=C1)[C@@H]1CNCCO1 (R)-2-(2-methylpyridin-4-yl)morpholine